(S)-N1-(1-(2-(2-adamantylamino)-2-oxoethyl)-2-oxo-1,2-dihydropyridin-3-yl)-N6-methyl-2-(1-methyl-1H-1,2,4-triazole-3-carboxamido)-5-oxohexanediamide C12C(C3CC(CC(C1)C3)C2)NC(CN2C(C(=CC=C2)NC([C@H](CCC(C(=O)NC)=O)NC(=O)C2=NN(C=N2)C)=O)=O)=O